C(CCCCCCCCCCC)CC(CCO)(S(=O)(=O)O)C dodecyldimethyl-(3-sulfopropyl) hydroxide